2-((2-((4-chloro-2-fluorobenzyl)oxy)-5,8-dihydro-1,7-naphthyridin-7(6H)-yl)methyl)-N'-hydroxy-1-(oxetan-2-ylmethyl)-1H-benzo[d]imidazole-6-carboximidamide ClC1=CC(=C(COC2=NC=3CN(CCC3C=C2)CC2=NC3=C(N2CC2OCC2)C=C(C=C3)C(N)=NO)C=C1)F